(E)-1-(2-hydroxy-5-methylphenyl)-3-(3,5,6-trimethylpyrazin-2-yl)-2-propen-1-one OC1=C(C=C(C=C1)C)C(\C=C\C1=NC(=C(N=C1C)C)C)=O